NC1=NC=2N(C(C=NC2C(=N1)C=1OC(=CC1)C)=O)CC=1C=C(C#N)C=CC1 3-((2-Amino-4-(5-methylfuran-2-yl)-7-oxopteridin-8(7H)-yl)methyl)benzonitrile